N-((1r,4r)-4-methylcyclohexyl)-2-nitroaniline CC1CCC(CC1)NC1=C(C=CC=C1)[N+](=O)[O-]